FC1=C2C=CC=NC2=CC=C1NC1=NC=NC2=CC(=CC(=C12)O[C@@H](CO)C)C=1C=NN(C1)C (R)-2-((4-((5-fluoroquinolin-6-yl)amino)-7-(1-methyl-1H-pyrazol-4-yl)quinazolin-5-yl)oxy)propan-1-ol